[C@H]1(CC=CCC1)C(=O)[O-] (S)-3-cyclohexene-1-formate